N1(CCC1)C=1C=NC=2C=CC(=C(C2N1)C#N)NC1=CC(=C(C=C1)OCC1=CC=C(C=C1)OC)OC 3-(azetidin-1-yl)-6-((3-methoxy-4-((4-methoxybenzyl)oxy)phenyl)amino)quinoxaline-5-carbonitrile